3-methylcyclopentadec-5-en-1-one CC1CC(CCCCCCCCCC=CC1)=O